tert-butyl 4-(4-bromo-3,5-dimethyl-pyrazol-1-yl)piperidine-1-carboxylate BrC=1C(=NN(C1C)C1CCN(CC1)C(=O)OC(C)(C)C)C